NCCCO[Si](OC)(OC)CCCN β-aminoethyl-γ-aminopropyltrimethoxysilane